CN1C=C(C2=CC=C(C=C12)[N+](=O)[O-])C1=NC(=NC=C1)NC1=CC=C(C=C1)N1CCOCC1 (1-methyl-6-nitro-indol-3-yl)-N-(4-morpholinylphenyl)pyrimidin-2-amine